BrC1=CC(=C(C(=O)O)C=C1)N1CCOCC1 4-Bromo-2-morpholin-4-ylbenzoic acid